isopropyl (S)-2-((R)-2-cyano-2-hydroxyacetamido)-6-diazo-5-oxohexanoate C(#N)[C@H](C(=O)N[C@H](C(=O)OC(C)C)CCC(C=[N+]=[N-])=O)O